2-methacryloxy-ethyltriethoxysilane C(C(=C)C)(=O)OCC[Si](OCC)(OCC)OCC